ClC=1C=CC(=C(C1)C1=CC(N(C=C1OC)C(C(=O)NC=1C=C2N=CC=NC2=CC1)F)=O)N1N=NC(=C1)Cl 2-(4-(5-chloro-2-(4-chloro-1H-1,2,3-triazol-1-yl)phenyl)-5-methoxy-2-oxopyridin-1(2H)-yl)-2-fluoro-N-(quinoxalin-6-yl)acetamide